(4-(5-(3-chlorophenyl)-5-(trifluoromethyl)-4,5-dihydroisoxazol-3-yl)phenyl)(3,4-dihydroquinolin-1(2H)-yl)methanone ClC=1C=C(C=CC1)C1(CC(=NO1)C1=CC=C(C=C1)C(=O)N1CCCC2=CC=CC=C12)C(F)(F)F